CC(CCC)CCC 4-methylheptane